trifluoromethylpyruvamide FC(F)(F)CC(C(=O)N)=O